The molecule is a brached tetrasaccharide epitope consisting of four 3-deoxy-alpha-D-manno-oct-2-ulopyranonosyl residues, linked as shown. It has a role as an epitope. C1[C@H]([C@H]([C@H](O[C@]1(C(=O)O)OC[C@H]([C@@H]2[C@@H]([C@@H](C[C@@](O2)(C(=O)O)O[C@@H]3C[C@@](O[C@@H]([C@@H]3O)[C@@H](CO)O)(C(=O)O)O)O[C@@]4(C[C@H]([C@H]([C@H](O4)[C@@H](CO)O)O)O)C(=O)O)O)O)[C@@H](CO)O)O)O